(R)-7-chloro-2-(3'-(3-((3-hydroxypyrrolidin-1-yl)methyl)-1,7-naphthyridin-8-ylamino)-2,2'-dimethylbiphenyl-3-yl)benzo[d]oxazole-5-carbaldehyde ClC1=CC(=CC=2N=C(OC21)C=2C(=C(C=CC2)C2=C(C(=CC=C2)NC=2N=CC=C1C=C(C=NC21)CN2C[C@@H](CC2)O)C)C)C=O